C1(CCCC1)CC(=O)N1CC2=C(C(C1)(C)C)N=C(S2)N2CCNCC2 2-cyclopentyl-1-(7,7-dimethyl-2-(piperazin-1-yl)-6,7-dihydrothiazolo[5,4-c]pyridin-5(4H)-yl)ethan-1-one